Cyclohexyl-(L)-alanine C1(CCCCC1)N[C@@H](C)C(=O)O